NC1=CC(=C(C=C1)C(=O)N1CCS(CC1)(=O)=O)N1CC(CCC1)(F)F [4-amino-2-(3,3-difluoropiperidin-1-yl)phenyl]-(1,1-dioxo-1,4-thiazinan-4-yl)methanone